N-(4-decoxyphenyl)-7-methoxycoumarin-3-carboxamide C(CCCCCCCCC)OC1=CC=C(C=C1)NC(=O)C=1C(OC2=CC(=CC=C2C1)OC)=O